5-(((2R,4S)-4-Fluoropyrrolidin-2-yl)methoxy)-N-(1-(7-methoxyquinolin-5-yl)cyclopropyl)-2-methylbenzamide F[C@H]1C[C@@H](NC1)COC=1C=CC(=C(C(=O)NC2(CC2)C2=C3C=CC=NC3=CC(=C2)OC)C1)C